FC=1C=C2C(NN=C(C2=CC1F)[C@@H](C)N(C(=O)NC1=CC(=C(C=C1)F)C(F)F)C)=O |r| racemic-1-(1-(6,7-difluoro-4-oxo-3,4-dihydrophthalazin-1-yl)ethyl)-3-(3-(difluoromethyl)-4-fluorophenyl)-1-methylurea